6-(R-amino)purine NC1=C2NC=NC2=NC=N1